N[C@H]1[C@H](C2=CC=CC=C2C1)O (1S,2R)-2-amino-2,3-dihydro-1H-inden-1-ol